C(C)(C)(C)OC(=O)N1C2(CCN(C2=O)C(C(=O)O)CC2CC2)CCCC1 2-(6-(tert-butoxycarbonyl)-1-oxo-2,6-diazaspiro[4.5]decan-2-yl)-3-cyclopropylpropanoic acid